(6-chloro-4,5-difluoro-pyrrolo[2,3-b]pyridin-1-yl)-triisopropyl-silane ClC1=C(C(=C2C(=N1)N(C=C2)[Si](C(C)C)(C(C)C)C(C)C)F)F